C(#N)C1=CC(=CC2=C1SC(=C2F)N2N=CC(=C2)C(=O)O)OC(C)C 1-(7-cyano-3-fluoro-5-isopropoxybenzo[b]thiophen-2-yl)-1H-pyrazole-4-carboxylic acid